ClC1=C(C(=NN1C1=NC=CC=N1)CCC)C=O 5-CHLORO-3-PROPYL-1-(PYRIMIDIN-2-YL)-1H-PYRAZOLE-4-CARBALDEHYDE